rac-tert-butyl ((1S,2R,3R)-3-aminocyclohexyl-2-d)carbamate N[C@H]1[C@H]([C@H](CCC1)NC(OC(C)(C)C)=O)[2H] |r|